ClC1=CC=C(C=N1)CNC1=C(C=CC(=C1)F)F N-((6-chloropyridin-3-yl)methyl)-2,5-difluoroaniline